(2R)-2-(3-pyridyl)-2-tetrahydropyran-2-yloxy-ethanol N1=CC(=CC=C1)[C@H](CO)OC1OCCCC1